3,3'-dithiobis[2-butanol] CC(C(C)SSC(C(C)O)C)O